6-Fluoro-5-methoxypyridine-2-sulfonyl chloride FC1=C(C=CC(=N1)S(=O)(=O)Cl)OC